C\C(=C/C=C/C=C/C(=O)OCC)\CC\C=C(\CCC=C(C)C)/C ethyl (2E,4E,6E,10E)-7,11,15-trimethylhexadeca-2,4,6,10,14-pentaenoate